O1CC(C1)OC1=NC(=NC=C1C(F)(F)F)N[C@H]1CNCCC1 (R)-4-(oxetan-3-yloxy)-N-(piperidin-3-yl)-5-(trifluoromethyl)pyrimidin-2-amine